C1=COOC1O Dioxacyclopenten-5-ol